triethyl-boron phenyl-tetramethyl-ammonium salt C1(=CC=CC=C1)C[N+](C)(C)C.C(C)B(CC)CC